ClC=1C(=NC(=NC1)NC1=C(C=C(C(=C1)C=1C=NN(C1)C)N1CCC(CC1)N1CCN(CC1)C)OC)NC=1C(=C2C=CC(=NC2=CC1)C1CC1)P(C)C (6-((5-Chloro-2-((2-methoxy-5-(1-methyl-1H-pyrazol-4-yl)-4-(4-(4-methylpiperazine-1-yl)piperidine-1-yl)phenyl)amino)pyrimidin-4-yl)amino)-2-cyclopropylquinolin-5-yl)dimethylphosphine